C(C)(C)N(C(O)=O)[C@@H]1CC[C@H](CC1)C=1SC(=CN1)C1=C(C=C(C=C1)NC=1OC=CN1)S(NC(C)(C)C)(=O)=O.BrC1=NN(C=C1)C1=CC=C(C=C1)N1CCOCC1 4-(4-(3-bromo-1H-pyrazol-1-yl)phenyl)morpholine isopropyl-(trans-4-(5-(2-(N-(tert-butyl)sulfamoyl)-4-(oxazol-2-ylamino)phenyl)thiazol-2-yl)cyclohexyl)carbamate